C(C)(C)(C)OC(=O)N(C1=CC(=NC(=C1)C)NC1=NC=C(C(=C1F)C=1CC(CN(CC1)C(=O)OC(C)(C)C)O[Si](C)(C)C(C)(C)C)OC)C tert-butyl 5-[2-[[4-[tert-butoxycarbonyl(methyl)amino]-6-methyl-2-pyridyl]amino]-3-fluoro-5-methoxy-4-pyridyl]-3-[tert-butyl(dimethyl)silyl]oxy-2,3,4,7-tetrahydroazepine-1-carboxylate